(o-chlorophenyl)-2-bromoacetamide ClC1=C(C=CC=C1)C(C(=O)N)Br